(2-(dimethylamino)-2-oxoethyl)-1H-imidazole-4-carboxylic acid, sodium salt [Na+].CN(C(CN1C=NC(=C1)C(=O)[O-])=O)C